O-((5,5-dimethyl-1,4-dioxan-2-yl) methyl) S-methyldithiocarbonate C[SH-]C(OCC1OCC(OC1)(C)C)=S